C(C)(C)(C)OC(=O)N1C(CCCC1)C(C1=CC(=CC=C1)C(=O)OC)F (fluoro(3-(methoxycarbonyl)phenyl)methyl)piperidine-1-carboxylic acid tert-butyl ester